(4-{[2-(cyclopropanecarboxamido)pyridin-4-yl]oxy}-3-fluorophenyl)-1-(4-trifluoromethoxyphenyl)-4-methyl-5-oxo-4,5-dihydro-1H-1,2,4-triazole-3-carboxamide C1(CC1)C(=O)NC1=NC=CC(=C1)OC1=C(C=C(C=C1)NC(=O)C1=NN(C(N1C)=O)C1=CC=C(C=C1)OC(F)(F)F)F